α-cyanostilbene C(#N)C(C1=CC=CC=C1)=CC1=CC=CC=C1